7-(1H-indazol-4-yl)-2-oxo-1,2-dihydrospiro[pyrido[2,3-b][1,4]oxazine-3,3'-pyrrolidine]-1'-carbonitrile N1N=CC2=C(C=CC=C12)C1=CC2=C(OC3(CN(CC3)C#N)C(N2)=O)N=C1